1-(1-methyl-1,3,4,9-tetrahydro-2H-pyrido[3,4-b]indol-2-yl)-2-(4-((1-methyl-1,3,4,9-tetrahydro-2H-pyrido[3,4-b]indol-2-yl)methyl)-1H-1,2,3-triazol-1-yl)ethan-1-one CC1N(CCC2=C1NC1=CC=CC=C21)C(CN2N=NC(=C2)CN2C(C=1NC3=CC=CC=C3C1CC2)C)=O